racemic-tert-butyl 6-hydroxy-2-azabicyclo[3.2.0]heptane-2-carboxylate OC1C2CCN(C2C1)C(=O)OC(C)(C)C